1-(cyclohexylmethyl)-piperazine C1(CCCCC1)CN1CCNCC1